ClC=1C=C(C=CC1)C=1C2=CC=CC=C2C=2C=C(C=CC2C1)C1=CC=CC=C1 9-(3-chlorophenyl)-3-phenylphenanthrene